1-(4-methoxynaphthalene-1-yl)-2-(benzo[d][1,3]dioxol-5-yl)ethane-1-one COC1=CC=C(C2=CC=CC=C12)C(CC1=CC2=C(OCO2)C=C1)=O